3-benzylaminopropyl 4-methylbenzoate CC1=CC=C(C(=O)OCCCNCC2=CC=CC=C2)C=C1